7-bromo-3-(tert-butoxycarbonyl)-2-butyl-3H-imidazo[4,5-d]thieno[3,2-b]pyridine-5-oxide BrC1=CC2=[N+](C=C3C(=C2S1)N=C(N3C(=O)OC(C)(C)C)CCCC)[O-]